4,7-dichloro-5-methylpyrrolo[2,1-f][1,2,4]triazine ClC1=NC=NN2C1=C(C=C2Cl)C